2-([1-[(2-chlorophenyl)methyl]-5-[3-(oxetan-3-ylmethoxy)phenyl]-1H-pyrazol-3-yl]methoxy)-2-methylpropanoic acid ClC1=C(C=CC=C1)CN1N=C(C=C1C1=CC(=CC=C1)OCC1COC1)COC(C(=O)O)(C)C